(S)-ethyl 8-(2-amino-6-((R)-2,2,2-trifluoro-1-(3-(3-methyl-1H-pyrazol-1-yl)-4'-(neopentyloxy)-[1,1'-biphenyl]-4-yl)ethoxy)pyrimidin-4-yl)-2,8-diazaspiro[4.5]decane-3-carboxylate NC1=NC(=CC(=N1)N1CCC2(C[C@H](NC2)C(=O)OCC)CC1)O[C@@H](C(F)(F)F)C1=C(C=C(C=C1)C1=CC=C(C=C1)OCC(C)(C)C)N1N=C(C=C1)C